ClC1C(CCC1C=O)C=O 2-chlorocyclopentane-1,3-dicarbaldehyde